(7R,14R)-1-(difluoromethoxy)-11-(2-(difluoromethyl)-4-(dimethylphosphoryl)phenyl)-6-(methyl-d3)-6,7-dihydro-7,14-methanobenzo[f]benzo[4,5]imidazo[1,2-a][1,4]diazocin-5(14H)-one FC(OC1=CC=CC=2C(N([C@H]3C=4N([C@@H](C21)C3)C3=C(N4)C=CC(=C3)C3=C(C=C(C=C3)P(=O)(C)C)C(F)F)C([2H])([2H])[2H])=O)F